CC1=CC=C(C=C1)\C=C\C=C\C1=CC=CC=C1 1-methyl-4-((1E,3E)-4-phenylbuta-1,3-dien-1-yl)benzene